2-(4-aminopiperidin-1-yl)-9-isopropyl-N-[(2-{8-methyl-3,8-diazabicyclo[3.2.1]octan-3-yl}phenyl)methyl]purin-6-amine NC1CCN(CC1)C1=NC(=C2N=CN(C2=N1)C(C)C)NCC1=C(C=CC=C1)N1CC2CCC(C1)N2C